Tert-butyl (R)-3-((S)-1-(tert-butoxy)-3-(5-formylbenzo[b]thiophen-3-yl)-1-oxopropan-2-yl)pyrrolidine-1-carboxylate C(C)(C)(C)OC([C@@H](CC=1C2=C(SC1)C=CC(=C2)C=O)[C@@H]2CN(CC2)C(=O)OC(C)(C)C)=O